sodium [3-[4-[(Z,E)-N-hydroxy-C-methyl-carbonimidoyl]pyrazol-1-yl]-7-oxo-1,6-diazabicyclo[3.2.1]oct-3-en-6-yl] sulfate S(=O)(=O)(ON1C2C=C(CN(C1=O)C2)N2N=CC(=C2)\C(=N/O)\C)[O-].[Na+]